[Au].[Pd].[Cu] Copper-palladium-gold